NC=1N=C(C=C2C=C(N=CC12)N)C=1C=NC=CC1C (+-)-trans-N-[8-amino-6-(4-methyl-3-pyridyl)-2,7-naphthyridin-3-yl]amine